5-chloro-2-(2-(4-chlorophenyl)-2-oxoethyl)pyridazin-3(2H)-one ClC1=CC(N(N=C1)CC(=O)C1=CC=C(C=C1)Cl)=O